COC1=C(C=C(C(=C1)N1CCN(CC1)C)C=1C=NN(C1)C)NC=1N=C(C2=C(N1)NC=C2)NC=2C=NC1=CC=CN=C1C2P(C)(C)=O (3-((2-((2-methoxy-5-(1-methyl-1H-pyrazol-4-yl)-4-(4-methylpiperazin-1-yl)phenyl)amino)-7H-pyrrolo[2,3-d]pyrimidin-4-yl)amino)-1,5-naphthyridin-4-yl)dimethylphosphine oxide